C(C)(C)(C)OC(=O)N1[C@@H]2C[C@@H]2C[C@H]1C(CN1N=C(C2=CC(=CC=C12)C=1C=NC(=NC1)C)C(C)=O)=O.C(C)(C)(CC)C=1O[C@@H]([C@@H](N1)C1=CC=CC=C1)C1=CC=CC=C1 (4S,5R)-2-tertiary amyl-4,5-diphenyl-oxazoline Tert-butyl-(1R,3S,5R)-3-(2-(3-acetyl-5-(2-methylpyrimidin-5-yl)-1H-indazol-1-yl)acetyl)-2-azabicyclo[3.1.0]hexane-2-carboxylate